FC1(CN(CC12CC2)C=2C=1C(N=CN2)=NN(C1)C=1C(=NC(=NC1)OC)OC)F 4-(7,7-difluoro-5-azaspiro[2.4]hept-5-yl)-2-(2,4-dimethoxypyrimidin-5-yl)pyrazolo[3,4-d]pyrimidine